N1C(CCCC1)C(C)NS(=O)(=O)C1=CCC(C2=CC=CC=C12)=O 4-(N-(1-(piperidin-2-yl)ethyl)sulfamoyl)naphthalon